(2-(pyridin-4-ylamino)-7H-pyrrolo[2,3-d]pyrimidin-5-yl)-3,4-dihydrobenzo[f][1,4]oxazepin-5(2H)-one N1=CC=C(C=C1)NC=1N=CC2=C(N1)NC=C2C2OC1=C(C(NC2)=O)C=CC=C1